3-fluoro-4-((4-(4-(trifluoromethyl)piperidin-1-yl)phenyl)amino)benzonitrile FC=1C=C(C#N)C=CC1NC1=CC=C(C=C1)N1CCC(CC1)C(F)(F)F